2-amino-5-{2-[(1S)-1-cyclopropylethyl]-1-oxo-7-(trifluoromethoxy)-2,3-dihydro-1H-isoindol-5-yl}-N-[(1R,3S)-3-(dimethylamino)cyclohexyl]pyrazolo[1,5-a]pyrimidine-3-carboxamide NC1=NN2C(N=C(C=C2)C=2C=C3CN(C(C3=C(C2)OC(F)(F)F)=O)[C@@H](C)C2CC2)=C1C(=O)N[C@H]1C[C@H](CCC1)N(C)C